4-(4,4,4-trifluoro-2-butenoxy)-1,3-dioxolan-2-one FC(C=CCOC1OC(OC1)=O)(F)F